6,6-difluoro-4,8-dioxo-5,7-dioxa-6-boraspiro[2.5]octan-6-uide lithium salt [Li+].F[B-]1(OC(C2(CC2)C(O1)=O)=O)F